2-amino-5-cyano-N,3-dimethyl-benzamide NC1=C(C(=O)NC)C=C(C=C1C)C#N